C1=CC=C(C=C1)NC(=NC2=CC=CC=C2)N The molecule is guanidine carrying a phenyl substituent on each of the two amino groups. It is used as an accelerator in the rubber industry. It has a role as an allergen.